sodium 1,2-dihydroxy-3-propanesulfonate OCC(CS(=O)(=O)[O-])O.[Na+]